CC1=NOC2=C1C=1C=CC(=CC1OC2)CN (1-methyl-4H-chromeno[4,3-d]isoxazol-7-yl)methanamine